(4-(3-(tert-Butyl)-1H-pyrazol-1-yl)butyl)-2-methoxy-5-morpholino-1H-benzo[d]imidazole-1-carboxamide C(C)(C)(C)C1=NN(C=C1)CCCCC1=C(C=CC=2N(C(=NC21)OC)C(=O)N)N2CCOCC2